C(C)(C)(C)OC([C@@H](CC1=CC(=CC=C1)NC1=NC=CC=C1)[C@@H]1CN(CC1)C(=O)OC(C)(C)C)=O tert-Butyl (3R)-3-[(1S)-2-tert-butoxy-2-oxo-1-[[3-(2-pyridylamino)phenyl]methyl] ethyl]pyrrolidine-1-carboxylate